C(\C=C(/C)\CCC=C(C)C)C=1C(=C(C=C(C(=O)O)C1)O)O 5-Geranyl-3,4-dihydroxybenzoic acid